NC1=NC2=CC(=C(C=C2C=C1C)C(=O)N(CC1CC1)CC1=NC=C(C=C1)C#N)F 2-amino-N-((5-cyano-2-pyridinyl)methyl)-N-(cyclopropylmethyl)-7-fluoro-3-methyl-6-quinolinecarboxamide